C1(=CC=CC=C1)N1CC(=NC=C1)C(=O)N 4-phenyl-pyrazine-2-carboxamide